ClC1=C(C=CC(=C1F)OC(F)F)C1=CN=C(N1C)C(=O)NC1=CC(=C(C=C1)C(=O)N1CCNCC1)Cl 5-[2-chloro-4-(difluoromethoxy)-3-fluoro-phenyl]-N-[3-chloro-4-(piperazine-1-carbonyl)phenyl]-1-methyl-imidazole-2-carboxamide